C(C)C1=C(C=C2CCNCC2=C1)NC1=NC=C(C(=N1)C1=CC=2C(NCCC2S1)=O)C(F)(F)F 2-(2-((7-ethyl-1,2,3,4-tetrahydroisoquinolin-6-yl)amino)-5-(trifluoromethyl)pyrimidin-4-yl)-6,7-dihydrothieno[3,2-c]pyridin-4(5H)-one